benzyl (((1s,4s)-4-(3-butyl-5-(1,3-dithian-2-ylidene)-2,4,6-trioxotetrahydropyrimidin-1(2H)-yl)cyclohexyl)methyl)(methyl)carbamate C(CCC)N1C(N(C(C(C1=O)=C1SCCCS1)=O)C1CCC(CC1)CN(C(OCC1=CC=CC=C1)=O)C)=O